COC=1C=C(C=CC1)C=C[N+](=O)[O-] 1-(3-methoxyphenyl)-2-nitroethylene